C(C)(=O)C1=C(OC=C1)C acetyl-methylfuran